(7-phenethyl-5,6,7,8-tetrahydro-1,6-naphthyridin-2-yl)phosphonate hydrochloride Cl.C(CC1=CC=CC=C1)C1NCC=2C=CC(=NC2C1)P(O)(O)=O